diphenyl-N,N'-bis(3-methylphenyl)-[1,1']biphenyl-4,4'-diamine C1(=CC=CC=C1)C=1C(=C(C=CC1NC1=CC(=CC=C1)C)C1=CC=C(C=C1)NC1=CC(=CC=C1)C)C1=CC=CC=C1